3-sulfophenyl-boric acid S(=O)(=O)(O)C=1C=C(C=CC1)OB(O)O